((3S,4R)-3-Amino-4-fluoropiperidin-1-yl)(2-(1-ethyl-1H-indol-2-yl)-1-methyl-1H-benzo[d]imidazol-5-yl)methanone, hydrochloride Cl.N[C@H]1CN(CC[C@H]1F)C(=O)C1=CC2=C(N(C(=N2)C=2N(C3=CC=CC=C3C2)CC)C)C=C1